C(C)(C)(C)OC(=O)N1CC(CC1)C=O 3-formylpyrrolidin-1-carboxylic acid tert-butyl ester